4-(2-{5-[(7R)-7-amino-2-azabicyclo[2.2.1]heptane-2-carbonyl]-7-methoxy-1-methyl-1H-1,3-benzodiazol-2-yl}-1-(cyclopropylmethyl)-1H-pyrrolo[2,3-b]pyridin-6-yl)-3-chlorobenzamide N[C@H]1C2N(CC1CC2)C(=O)C2=CC1=C(N(C(=N1)C1=CC=3C(=NC(=CC3)C3=C(C=C(C(=O)N)C=C3)Cl)N1CC1CC1)C)C(=C2)OC